acryloyloxyoctylethyldimethoxysilane C(C=C)(=O)OCCCCCCCC[Si](OC)(OC)CC